(2R or S)-1-{3-[(1R)-1-aminoethyl]phenyl}-2-cyclopropyl-1,1-difluoropropan-2-ol hydrogen chloride Cl.N[C@H](C)C=1C=C(C=CC1)C([C@](C)(O)C1CC1)(F)F |o1:11|